3,7-dibromodibenzo[b,d]thiophene-5,5-dioxide BrC=1C=CC2=C(S(C3=C2C=CC(=C3)Br)(=O)=O)C1